OC1=C(C=CC=C1)C1=CC(=CN=N1)N1CCC(CC1)(C(=O)N1CCC2(CN(C2)CC2CC3(C2)CCN(CC3)C3=CC=C(C=C3)[C@@H]3C(NC(CC3)=O)=O)CC1)C1=CC=CC=C1 |r| rac-(3R)-3-(4-{2-[(7-{1-[6-(2-hydroxyphenyl)pyridazin-4-yl]-4-phenylpiperidine-4-carbonyl}-2,7-diazaspiro[3.5]nonan-2-yl)methyl]-7-azaspiro[3.5]nonan-7-yl}phenyl)piperidine-2,6-dione